tert-butyl-9-((1R)-1-(1-(3-(2,6-dioxopiperidin-3-yl)-1-methyl-1H-indazol-6-yl)piperidin-4-yl)ethyl)-3,9-diazaspiro[5.5]undecane-3-carboxylate C(C)(C)(C)OC(=O)N1CCC2(CC1)CCN(CC2)[C@H](C)C2CCN(CC2)C2=CC=C1C(=NN(C1=C2)C)C2C(NC(CC2)=O)=O